methyl-ethylacrylamide CC=C(C(=O)N)CC